C(C(=C)C)(=O)OCC1C(C(CC1)C)C 2,3-dimethyl-1-cyclopentylmethyl methacrylate